ClC1=CC=C(C=C1)[C@H](O)C1=NC=CC=C1 (S)-(4-chlorophenyl)-(2-pyridyl)-methanol